C(C)(C)N1C2=NC(=NC=C2N=C1NC(=O)C=1C=NC=CC1)NC1=CC=C(C=C1)N1CCN(CC1)C 9-isopropyl-2-(4-(4-methylpiperazine-1-yl)anilino)-8-(pyridine-3-amido)-9H-purine